N1(CCNCC1)C1=CC=C(C=C1)NC1=NC=C(C=N1)C(F)(F)F N-(4-(piperazin-1-yl)phenyl)-5-trifluoromethylpyrimidin-2-amine